2-(tert-Butoxycarbonylamino)-5-cyclopentylvaleric acid tert-butyl ester C(C)(C)(C)OC(C(CCCC1CCCC1)NC(=O)OC(C)(C)C)=O